N[C@@H]1[C@@H]2CC[C@H](C1)N2C(=O)OC(C)(C)C tert-butyl (1S,2S,4R)-2-amino-7-azabicyclo[2.2.1]heptane-7-carboxylate